C(C1=CC=CC=C1)N1CCN(C2=CC=CC=C12)C(C(C)N1CCCCC1)=O 1-(4-benzyl-3,4-dihydroquinoxalin-1(2H)-yl)-2-(piperidin-1-yl)propan-1-one